ClC1=C(C=CC(=C1)F)C1N=C(NC(=C1C(=O)OC)CBr)C=1SC=CN1 methyl 4-(2-chloro-4-fluorophenyl)-6-(bromomethyl)-2-(thiazol-2-yl)-1,4-dihydropyrimidine-5-carboxylate